BrC=1C=CC2=C(NCCNC2)C1 8-Bromo-1,2,3,4-tetrahydro-5H-benzo[e][1,4]diazepine